tert-butyl 1-Formyl-3-trityl-3,8-diazabicyclo[3.2.1]octane-8-carboxylate C(=O)C12CN(CC(CC1)N2C(=O)OC(C)(C)C)C(C2=CC=CC=C2)(C2=CC=CC=C2)C2=CC=CC=C2